ethyl rac-(4S,5R)-3-(6-(difluoromethyl)-2-methoxypyridin-3-yl)-4,5-dimethyl-5-(trifluoromethyl)-4,5-dihydrofuran-2-carboxylate FC(C1=CC=C(C(=N1)OC)C1=C(O[C@]([C@H]1C)(C(F)(F)F)C)C(=O)OCC)F |r|